(S)-3-(3-(2,4-difluorophenoxy)phenyl)-3-(3-(4-hydroxy-1-methyl-2-oxo-1,2-dihydropyridin-3-yl)ureido)propanoic acid FC1=C(OC=2C=C(C=CC2)[C@H](CC(=O)O)NC(=O)NC=2C(N(C=CC2O)C)=O)C=CC(=C1)F